2-[[2-[(cyclobutylmethylamino)methyl]-1H-indol-6-yl]methyl]-5-(7-oxa-2-azaspiro[3.5]nonan-2-yl)-2,7-naphthyridin-1-one C1(CCC1)CNCC=1NC2=CC(=CC=C2C1)CN1C(C2=CN=CC(=C2C=C1)N1CC2(C1)CCOCC2)=O